C[C@H]1N(CCCC1)C1=C(CN2CCN(CC2)C(=O)N2N=C(C=C2)C(=O)O)C=CC(=C1)C(F)(F)F (R)-1-(4-(2-(2-methylpiperidin-1-yl)-4-(trifluoromethyl)benzyl)piperazine-1-carbonyl)-1H-pyrazole-3-carboxylic acid